(S)-8-chloro-6-(((6-fluoro-2-methylpyridin-3-yl)(1-(3-hydroxypropyl)-1H-1,2,3-triazol-4-yl)methyl)amino)-4-(neopentylamino)quinoline ClC=1C=C(C=C2C(=CC=NC12)NCC(C)(C)C)N[C@H](C=1N=NN(C1)CCCO)C=1C(=NC(=CC1)F)C